tert-butyl 2-methylpropanoate CC(C(=O)OC(C)(C)C)C